methyl 1-(1-(tert-butoxycarbonyl)azetidin-3-yl)-1H-1,2,4-triazole-3-carboxylate C(C)(C)(C)OC(=O)N1CC(C1)N1N=C(N=C1)C(=O)OC